2-methylene-1,3-dioxacyclooctane C=C1OCCCCCO1